Bis(5-aminomethyltetra-hydrofuran-2-yl)methan NCC1CCC(O1)CC1OC(CC1)CN